FC1=CC=C(C=C1)[C@@H]1[C@H](C1)NCCC[C@H](C(=O)N1CCN(CC1)C)NC(C1=CC=C(C=C1)N1N=NC=C1)=O N-((R)-5-((1S,2R)-2-(4-fluorophenyl)cyclopropylamino)-1-(4-methylpiperazin-1-yl)-1-oxopentan-2-yl)-4-(1H-1,2,3-triazol-1-yl)benzamide